3-(3-(2-(3-isopropyl-6-(trifluoromethyl)benzo[b]thiophen-2-yl)ethyl)-5-methylbenzo[d]isoxazol-6-yl)propan-1-ol C(C)(C)C=1C2=C(SC1CCC1=NOC3=C1C=C(C(=C3)CCCO)C)C=C(C=C2)C(F)(F)F